3-ethoxy-4-((2-methyl-5-nitrophenyl)amino)cyclobut-3-ene-1,2-dione C(C)OC=1C(C(C1NC1=C(C=CC(=C1)[N+](=O)[O-])C)=O)=O